1-(6-cyclopropyl-2-(((4-methoxy-2-((1R,2R)-2-(4-methylpyrimidin-2-yl)cyclopropyl)quinolin-7-yl)amino)methyl)imidazo[1,2-a]pyridin-8-yl)-3-methylimidazolidine-2,4-dione C1(CC1)C=1C=C(C=2N(C1)C=C(N2)CNC2=CC=C1C(=CC(=NC1=C2)[C@H]2[C@@H](C2)C2=NC=CC(=N2)C)OC)N2C(N(C(C2)=O)C)=O